tri-n-propyl-(2-ethoxyphenyl)silane C(CC)[Si](C1=C(C=CC=C1)OCC)(CCC)CCC